4-amino-8-(6-fluoro-2-methoxypyridin-3-yl)-3-(propylcarbamoyl)isoquinoline-2-oxide NC1=C([N+](=CC2=C(C=CC=C12)C=1C(=NC(=CC1)F)OC)[O-])C(NCCC)=O